2-{3-[(2R,6S)-2,6-Dimethylmorpholin-4-carbonyl]-5,6-dihydrocyclopenta[c]pyrazol-1(4H)-yl}-1-[4-(2,3,4-trifluorophenyl)piperidin-1-yl]ethan-1-on C[C@@H]1CN(C[C@@H](O1)C)C(=O)C=1C2=C(N(N1)CC(=O)N1CCC(CC1)C1=C(C(=C(C=C1)F)F)F)CCC2